C(#N)C1(CC1)NS(=O)(=O)C=1C=C(C=2N(C1)C(=NC2)C=2SC(=NN2)C(F)(F)F)C=2CCN(CC2)C(C(C)C)=O N-(1-cyanocyclopropyl)-8-(1-isobutyryl-1,2,3,6-tetrahydropyridin-4-yl)-3-(5-(trifluoromethyl)-1,3,4-thiadiazol-2-yl)imidazo[1,5-a]pyridine-6-sulfonamide